O[C@H]1C[C@@](N(C1)C(=O)C1=CC(=C2N1CCC1=CC(=C(C=C21)C=2N=NN(N2)C)OC)CC(C)C)(C#N)C (2R,4S)-4-hydroxy-1-(1-isobutyl-8-methoxy-9-(2-methyl-2H-tetrazol-5-yl)-5,6-dihydropyrrolo[2,1-a]isoquinoline-3-carbonyl)-2-methylpyrrolidine-2-carbonitrile